C(C1=CC=CC=C1)OC=1C=C(C=CC1)C1CCC(CC1)OC[C@@H]1N([C@@H](C[C@@H]1N(CC1=CC=C(C=C1)OC)S(N(C)C)(=O)=O)C)C(=O)OCC1=CC=CC=C1 Benzyl (2R,3S,5R)-2-(((4-(3-(benzyloxy)phenyl)cyclohexyl)oxy)methyl)-3-((N,N-dimethylsulfamoyl)(4-methoxybenzyl)amino)-5-methylpyrrolidine-1-carboxylate